N-(1-(azetidin-1-ylmethyl)cyclopropyl)-3,3-difluoro-1-phenylcyclobutane-1-carboxamide N1(CCC1)CC1(CC1)NC(=O)C1(CC(C1)(F)F)C1=CC=CC=C1